C(C)OC(=O)[C@H]1N([C@H]2C[C@]2(C1)C)C(CNC(CCCOC1=CC=CC=C1)=O)=O (1S,3S,5S)-5-methyl-2-((4-phenoxybutyryl)glycyl)-2-azabicyclo[3.1.0]Hexane-3-carboxylic acid ethyl ester